3-(4-((9-(2-(5-((4-([1,1'-biphenyl]-3-yl)-5-chloropyrimidin-2-yl)amino)pyridin-3-yl)-1-oxo-2,8-diazaspiro[4.5]decan-8-yl)-9-oxononyl)oxy)-1-oxoisoindolin-2-yl)piperidine-2,6-dione C1(=CC(=CC=C1)C1=NC(=NC=C1Cl)NC=1C=C(C=NC1)N1C(C2(CC1)CCN(CC2)C(CCCCCCCCOC2=C1CN(C(C1=CC=C2)=O)C2C(NC(CC2)=O)=O)=O)=O)C2=CC=CC=C2